ClC=1C2=C(N=CN1)N(C=C2C2(CC2)C)C2=C(C#N)C=CC=C2 (4-chloro-5-(1-methylcyclopropyl)-7H-pyrrolo[2,3-d]pyrimidin-7-yl)benzonitrile